CC1(CN(C=2C1=NC=CC2)C(=O)N2CCC1(CCN(CC1)CC1=CC(=C(C#N)C=C1)F)CC2)C 4-((9-(3,3-dimethyl-2,3-dihydro-1H-pyrrolo[3,2-b]pyridine-1-carbonyl)-3,9-diazaspiro[5.5]undecan-3-yl)methyl)-2-fluorobenzonitrile